BrC=1C=C(C=CC1)C[C@H](C(=O)OC)[C@@H]1CNCC1 Methyl (2S)-3-(3-bromophenyl)-2-[(3R)-pyrrolidin-3-yl]propanoate